methyl (S)-2-((4-(6-((4-cyano-2-fluorobenzyl) sulfonylimino) pyridin-2-yl) piperidin-1-yl) methyl)-1-(oxetan-2-ylmethyl)-1H-benzo[d]imidazole-6-carboxylate C(#N)C1=CC(=C(CS(=O)(=O)N=C2C=CC=C(N2)C2CCN(CC2)CC2=NC3=C(N2C[C@H]2OCC2)C=C(C=C3)C(=O)OC)C=C1)F